TERT-BUTYL N-(2-FORMYL-1-BENZOFURAN-5-YL)CARBAMATE CC(C)(C)OC(=O)NC1=CC2=C(C=C1)OC(=C2)C=O